2-amino-5-[4-[[(2R)-2-(3,5-difluorophenyl)-2-hydroxy-acetyl]amino]-2-methyl-phenyl]-N-isopropyl-pyridine-3-carboxamide NC1=NC=C(C=C1C(=O)NC(C)C)C1=C(C=C(C=C1)NC([C@H](O)C1=CC(=CC(=C1)F)F)=O)C